N=1C=C(N2C1C=NC=C2)C=O imidazo[1,2-a]Pyrazine-3-carbaldehyde